BrC=1C=C(C(=O)NC(C)C2=C(N=CO2)C2=NC=C(C=N2)OC(F)F)C=C(C1)C(F)(F)F 3-bromo-N-[1-[4-[5-(difluoromethoxy)pyrimidin-2-yl]oxazol-5-yl]ethyl]-5-(trifluoromethyl)benzamide